(R)-4-methyl-6-(4-((3-(4-methyl-1-oxo-1,3-dihydroisobenzofuran-5-yl)-4-(methyl-sulfonyl)piperazin-1-yl)methyl)-1H-pyrazol-1-yl)nicotinonitrile CC1=CC(=NC=C1C#N)N1N=CC(=C1)CN1C[C@H](N(CC1)S(=O)(=O)C)C=1C(=C2COC(C2=CC1)=O)C